(E)-4-heptenol C(CC\C=C\CC)O